6-Amino-4-hydroxynaphthalene-2-sulfonic acid NC=1C=C2C(=CC(=CC2=CC1)S(=O)(=O)O)O